C(C)(=O)N1CCN(CCC1)S(=O)(=O)C1=CC=C(C=C1)NC(NCC=1C=NC=CC1)=O 3-[4-(4-acetyl-1,4-diazepane-1-sulfonyl)phenyl]-1-(pyridin-3-ylmethyl)urea